C(C)(C)(C)OC(=O)N(CC(C)(C)C1=NC(=CC=C1[N+](=O)[O-])OC)CC1=C(C=CC(=C1)F)NC1=C(C(=O)OC)C=C(C(=C1)C(F)(F)F)F methyl 2-((2-(((tert-butoxycarbonyl) (2-(6-methoxy-3-nitropyridin-2-yl)-2-methylpropyl) amino) methyl)-4-fluorophenyl) amino)-5-fluoro-4-(trifluoromethyl)-benzoate